C12COCC(CN(C1)CC1=C3C(=NC(=C1)C=1C=C4CN(C(C4=CC1)=O)C1C(NC(CC1)=O)=O)N(C=C3)C3COC3)C2 3-(5-(4-((3-oxa-7-azabicyclo[3.3.1]non-7-yl)methyl)-1-(oxetan-3-yl)-1H-pyrrolo[2,3-b]pyridin-6-yl)-1-oxoisoindolin-2-yl)piperidine-2,6-dione